NC1=C2N=CN(C2=NC=N1)CC(=O)N1[C@@H](C[C@@](C1)(C)F)C(=O)NCC1=C(C(=CC=C1)Cl)F (2S,4R)-1-(2-(6-amino-9H-purin-9-yl)acetyl)-N-(3-chloro-2-fluorobenzyl)-4-fluoro-4-methylpyrrolidine-2-carboxamide